(S)-2-((4-(6-((2-methylbenzo[d]oxazol-5-yl)methoxy)pyridin-2-yl)piperidin-1-yl)methanyl)-1-(oxetan-2-ylmethyl)-1H-benzo[d]imidazole-6-carboxylate CC=1OC2=C(N1)C=C(C=C2)COC2=CC=CC(=N2)C2CCN(CC2)CC2=NC1=C(N2C[C@H]2OCC2)C=C(C=C1)C(=O)[O-]